FC1(CCN(CC1)C1=C(C=CC(=N1)C=1C(=C(C(=O)N)C=CC1NS(=O)(=O)CCO)N1CCC2(CC2)CC1)C=1C=NN(C1)C)F (6-(4,4-difluoropiperidin-1-yl)-5-(1-methyl-1H-pyrazol-4-yl)pyridin-2-yl)-4-(2-hydroxyethylsulfonylamino)-2-(6-azaspiro[2.5]oct-6-yl)benzamide